N-{4,4-difluoro-1-[4-iodo-6-(morpholin-4-yl)pyridin-2-yl]pyrrolidin-3-yl}carbamic acid benzyl ester C(C1=CC=CC=C1)OC(NC1CN(CC1(F)F)C1=NC(=CC(=C1)I)N1CCOCC1)=O